ClC=1C=C(C=2N=C(N=CC2N1)F)CC 6-Chloro-8-ethyl-2-fluoropyrido[3,2-d]pyrimidine